8-quinolinolate gallium [Ga+3].N1=CC=CC2=CC=CC(=C12)[O-].N1=CC=CC2=CC=CC(=C12)[O-].N1=CC=CC2=CC=CC(=C12)[O-]